FC(N1N=C2C(N(C[C@H](C2)CNC(C=C)=O)C2=CC=C(C=C2)C(F)(F)F)=C1)F |o1:8| (R)- or (S)-N-((2-(difluoromethyl)-4-(4-(trifluoromethyl)phenyl)-4,5,6,7-tetrahydro-2H-pyrazolo[4,3-b]pyridin-6-yl)methyl)acrylamide